3-(5-(1,3,4-oxadiazol-2-yl)pyridin-3-yl)-4-hydroxyphenyl octylcarbamate C(CCCCCCC)NC(OC1=CC(=C(C=C1)O)C=1C=NC=C(C1)C=1OC=NN1)=O